C1(=CC=CC2=CC=CC=C12)N(C1=CC(=C(C=C1)C1=C(C=C(N(C2=CC=CC=C2)C2=CC=CC3=CC=CC=C23)C=C1)C)C)C1=CC=CC=C1 N,N'-bis(naphth-1-yl)-N,N'-bis(phenyl)-2,2'-dimethylbenzidine